C(C)(C)(C)OC(=O)N1CCN(CC1)C1=NC2=CC=C(C=C2C=C1)NC(=S)NCCN(CC)CC 4-(6-(3-(2-(diethylamino)ethyl)thioureido)quinolin-2-yl)piperazine-1-carboxylic acid tert-butyl ester